FC=1C=C(CN(C2CCC(CC2)NS(=O)(=O)C=2C=NC(=CC2)N2CCC3(CCOC3)CC2)C)C=CC1F N-((1r,4r)-4-((3,4-Difluorobenzyl)(methyl)amino)cyclohexyl)-6-(2-oxa-8-azaspiro[4.5]decan-8-yl)pyridine-3-sulfonamide